FC1=C(C(=CC=C1)F)C=1C2=C(C3=C(CN1)C=NC=N3)SC(=C2)C 7-(2,6-difluorophenyl)-9-methyl-5H-pyrimido[5,4-c]thieno[2,3-e]azepin